(2-(3-(1-acetylpiperidin-4-yl)-4-(2-fluoro-4-methylphenyl)-1H-indazol-1-yl)acetyl)glycylglycine C(C)(=O)N1CCC(CC1)C1=NN(C2=CC=CC(=C12)C1=C(C=C(C=C1)C)F)CC(=O)NCC(=O)NCC(=O)O